C(C1=CC=CC=C1)(=O)C(CN(S(=O)(=O)C1=CC=CC=C1)S(=O)(=O)C1=CC=CC=C1)C(C)(C)F N-(2-benzoyl-3-fluoro-3-methyl-butyl)-N-(phenylsulfonyl)benzenesulfonamide